C(C1=CC=CC=C1)OCCCN(CCNC=1C(=C(C(=CC1)Br)C)N)C N1-(2-{[3-(benzyloxy)propyl](methyl)amino}ethyl)-4-bromo-3-methylbenzene-1,2-diamine